3-[(2,2-dimethyl-4-oxo-5-aza-3,8,11,14,17,20,23-heptaoxapentacosan-25-yl)oxy]propionic acid CC(C)(OC(NCCOCCOCCOCCOCCOCCOCCOCCC(=O)O)=O)C